rac-4-((5aR,6S,7S,8R,8aS)-3-chloro-8,8a-dihydroxy-6-phenyl-7-(pyrrolidin-1-ylmethyl)-6,7,8,8a-tetrahydro-5aH-cyclopenta[4,5]furo[3,2-b]pyridin-5a-yl)benzonitrile ClC=1C=C2C(=NC1)[C@]1([C@@](O2)([C@@H]([C@H]([C@H]1O)CN1CCCC1)C1=CC=CC=C1)C1=CC=C(C#N)C=C1)O |r|